6-((3-chloro-2-fluorobenzyl)carbamoyl)picolinate ClC=1C(=C(CNC(=O)C2=CC=CC(=N2)C(=O)[O-])C=CC1)F